[4-({2-[(6-methoxy-2-methyl-1,2,3,4-tetrahydro-isoquinolin-7-yl)amino]-quinazolin-7-yl}oxy)phenyl](4-methylpiperazin-1-yl)methanone COC=1C=C2CCN(CC2=CC1NC1=NC2=CC(=CC=C2C=N1)OC1=CC=C(C=C1)C(=O)N1CCN(CC1)C)C